ClC1=C(C(=O)N[C@@H](C(=O)N2CCC3(C(C(N(C3=O)C)=O)C3=CC=CC=C3)CC2)C(C)C)C=C(C=C1)Cl 2,5-dichloro-N-((2R)-3-methyl-1-(2-methyl-1,3-dioxo-4-phenyl-2,8-diazaspiro[4.5]decan-8-yl)-1-oxobutan-2-yl)benzamide